C1(=CC=CC=C1)[C@H]1CC[C@H](CC1)OC[C@@H]1N(CCC[C@@H]1C1=NNC=C1)C(=O)OCC(F)(F)F 2,2,2-trifluoroethyl (CIS)-2-((((CIS)-4-phenylcyclohexyl)oxy) methyl)-3-(1H-pyrazol-3-yl)piperidine-1-carboxylate